ClC=1C(=C(C=CC1)NC1=NC=C(C(=N1)NC1=C2CCNC(C2=CC=C1)=O)C(=O)N)C 2-[(3-chloro-2-methylphenyl)amino]-4-[(1-oxo-1,2,3,4-tetrahydroisoquinolin-5-yl)amino]pyrimidine-5-carboxamide